4-(5-((11-oxo-10,11-dihydrodibenzo[b,f][1,4]thiazepine-8-carboxamido)methyl)thiazol-2-yl)benzoic acid O=C1NC2=C(SC3=C1C=CC=C3)C=CC(=C2)C(=O)NCC2=CN=C(S2)C2=CC=C(C(=O)O)C=C2